CC1=NC(=CC=C1[N+](=O)[O-])N1CCC(CC1)C(F)(F)F 2-methyl-3-nitro-6-(4-(trifluoromethyl)piperidin-1-yl)pyridine